BrC1=NC(=CC(=N1)N[C@@H]1[C@H](C2CCC1CC2)C(=O)OCC)C=2SC(=CC2)F (2S,3S)-ethyl 3-((2-bromo-6-(5-fluorothiophen-2-yl)pyrimidin-4-yl)amino)bicyclo[2.2.2]octane-2-carboxylate